6-(1,1-difluoroethyl)-5-fluoropyrimidin-4(3H)-one FC(C)(F)C1=C(C(NC=N1)=O)F